(2S,3R)-4-(4-carbamoylpiperidin-1-yl)-3-hydroxy-1-phenylbutan C(N)(=O)C1CCN(CC1)C[C@@H](CCC1=CC=CC=C1)O